OC1=C(C(=CC=C1)O)C1=CC=C(C2=CC=CC=C12)NS(=O)(=O)C1=CC=C(C)C=C1 N-(4-(2,6-dihydroxyphenyl)naphthalen-1-yl)-4-toluenesulfonamide